((4-acetylphenyl)amino)-9-(trifluoromethyl)-7H-pyrimido[5',4':3,4]cyclopenta[1,2-c]quinolin-7-one C(C)(=O)C1=CC=C(C=C1)NC1=C2C3=C(C=NC2=CC=C1)C(C1=C3C=NC(=N1)C(F)(F)F)=O